(S)-N-((2-chlorothiazol-5-yl)methyl)-N-(1-hydroxypropan-2-yl)-6-chloro-3-nitropyridin-2-amine ClC=1SC(=CN1)CN(C1=NC(=CC=C1[N+](=O)[O-])Cl)[C@H](CO)C